CSCCO 2-(methylthio)ethan-ol